N-(7-(2-carbamoylphenyl)-2-cyanoisoindolin-5-yl)-1-methylpiperidine-3-carboxamide C(N)(=O)C1=C(C=CC=C1)C=1C=C(C=C2CN(CC12)C#N)NC(=O)C1CN(CCC1)C